C(C)(C)(C)C=1C=CC2=C(N=CO2)C1 5-tert-butyl-benzoxazol